1-(6,7-dihydro-5H-benzo[6,7]cyclohepta[1,2-c]pyridazin-3-yl)-N3-(3-fluoro-4-(4-(dipropylamino)piperidin-1-yl)phenyl)-1H-1,2,4-triazole-3,5-diamine N1=NC(=CC2=C1C1=C(CCC2)C=CC=C1)N1N=C(N=C1N)NC1=CC(=C(C=C1)N1CCC(CC1)N(CCC)CCC)F